C1(=CC=CC=C1)OC(=O)C1CCCCCCCCCC1 phenylcycloundecane-6-carboxylate